Cl.N[C@H](CC(N)=O)C(=O)OCC1=CC=CC=C1 benzyl D-asparaginate hydrochloride